(diethylamino)-1,2-dihydrocyclopenta[b]chromene-3-formaldehyde C(C)N(CC)C1CC(=C2OC=3C=CC=CC3C=C21)C=O